(S)-2-((1-(6-(4-chloro-2-fluorobenzyl)picolinoyl)piperidin-4-yl)methyl)-3-(oxetan-2-ylmethyl)-3H-imidazo[4,5-b]pyridine-5-carboxylic Acid ClC1=CC(=C(CC2=CC=CC(=N2)C(=O)N2CCC(CC2)CC2=NC=3C(=NC(=CC3)C(=O)O)N2C[C@H]2OCC2)C=C1)F